BrC=1N=CC(=NC1)OCC(=O)OC(C)(C)C t-butyl [(5-bromopyrazin-2-yl)oxy]acetate